2-bromo-N-(2-cyano-4'-methoxy-[1,1'-biphenyl]-3-yl)-N,2-dimethylpropionamide BrC(C(=O)N(C)C=1C(=C(C=CC1)C1=CC=C(C=C1)OC)C#N)(C)C